NC1=NN2C(C=C(C=C2)C=2C=C(C(=NC2)C)C(=O)NCC=2C(=NC=CC2)OC2CCCC2)=N1 5-{2-amino-[1,2,4]triazolo[1,5-a]pyridin-7-yl}-N-{[2-(cyclopentyloxy)pyridin-3-yl]methyl}-2-methylpyridine-3-carboxamide